Cl.FC=1C=C(C#N)C=CC1COC1=NC(=CC=C1)C1CCNCC1 3-fluoro-4-((6-(piperidin-4-yl)pyridin-2-yl)oxymethyl)benzonitrile hydrochloride